7-fluoro-5-[(5-methoxypyridin-2-yl)methoxy]-2-(1-methyl-6-oxo-1,6-dihydropyridazin-3-yl)-2,3-dihydro-1H-isoindol-1-one FC=1C=C(C=C2CN(C(C12)=O)C1=NN(C(C=C1)=O)C)OCC1=NC=C(C=C1)OC